1-isocyanato-4-isothiocyanatobenzene N(=C=O)C1=CC=C(C=C1)N=C=S